2,10-decanediol diacrylate C(C=C)(=O)OC(C)CCCCCCCCOC(C=C)=O